BrC1=CC=C(C=C1)S(=O)(=O)N1CCC(CC1)NC(OC(C)(C)C)=O tert-butyl N-[1-(4-bromobenzenesulfonyl)piperidin-4-yl]carbamate